2-naphthyl-[4-(2-tetrahydropyran-4-yl-3H-imidazo[4,5-b]pyridin-7-yl)-1-piperidyl]methanone C1=C(C=CC2=CC=CC=C12)C(=O)N1CCC(CC1)C1=C2C(=NC=C1)NC(=N2)C2CCOCC2